C(C)N1C(NC2=CC(=CC(=C2C1)[C@H]1NCCC1)C=1C=C2C(=NC1)NC=C2C)=O (S)-3-ethyl-7-(3-methyl-1H-Pyrrolo[2,3-b]pyridin-5-yl)-5-(pyrrolidin-2-yl)-3,4-dihydroquinazolin-2(1H)-one